4-((5-fluoro-2-((2-methoxy-4-(4-methylpiperazin-1-yl)phenyl)amino)pyrimidin-4-yl)amino)benzoylhydrazine FC=1C(=NC(=NC1)NC1=C(C=C(C=C1)N1CCN(CC1)C)OC)NC1=CC=C(C(=O)NN)C=C1